N-(tert-butyl)-2-methoxy-5-(5'-(methylsulfonyl)dispiro[cyclopropane-1,1'-cyclohexane-4',3''-indoline]-1''-carbonyl)benzenesulfonamide C(C)(C)(C)NS(=O)(=O)C1=C(C=CC(=C1)C(=O)N1CC2(C3=CC=CC=C13)CCC1(CC2S(=O)(=O)C)CC1)OC